4-({[(2-methylpropan-2-yl)oxy]carbonyl}amino)butanoic acid CC(C)(C)OC(=O)NCCCC(=O)O